cyclohexane-1,3-dicarboxylic acid diisohexyl ester C(CCC(C)C)OC(=O)C1CC(CCC1)C(=O)OCCCC(C)C